BrC1=CC=C(S1)C(=O)NC1CC(CCC1)N1C(=NC2=C1C=NC(=C2)C(=O)OC)C2=NC=CC=C2 methyl 3-(3-(5-bromothiophene-2-carboxamido)cyclohexyl)-2-(pyridin-2-yl)-3H-imidazo[4,5-c]pyridine-6-carboxylate